[I-].C[NH2+]CC methyl-ethyl-ammonium iodide